(1R,3R,5R)-2-((4-cyclopropyl-2-pyridinyl)carbonyl)-N-((R)-(2-fluoro-4-(trifluoromethyl)phenyl)(3-oxetanyl)methyl)-2-azabicyclo[3.1.0]hexane-3-carboxamide C1(CC1)C1=CC(=NC=C1)C(=O)N1[C@@H]2C[C@@H]2C[C@@H]1C(=O)N[C@H](C1COC1)C1=C(C=C(C=C1)C(F)(F)F)F